(+/-)-3-(((trans)-8-methoxy-2-(6-methoxypyridin-3-yl)-3-methyl-2,3-dihydrobenzo[b][1,4]dioxin-6-yl)methyl-d2)-3H-imidazo[4,5-b]pyridin-2-d COC1=CC(=CC2=C1O[C@H]([C@@H](O2)C)C=2C=NC(=CC2)OC)C(N2C(=NC=1C2=NC=CC1)[2H])([2H])[2H] |r|